C(C)(C)(C)OC(NC12CC(C1)(C2)N2C(=NC=C2)C(C)C)=O (3-(2-isopropyl-1H-imidazol-1-yl)bicyclo[1.1.1]pentan-1-yl)carbamic acid tert-butyl ester